N[C@H](C(=O)N1C[C@H]2[C@@H]([C@H]1C(=O)NN(C(OC(C)(C)C)=O)C[C@H]1C(NCC1)=O)CCC2)C(C)(C)C tert-butyl N-[[(3S,3aS,6aR)-2-[(2S)-2-amino-3,3-dimethyl-butanoyl]-3,3a,4,5,6,6a-hexahydro-1H-cyclopenta[c]pyrrole-3-carbonyl]amino]-N-[[(3S)-2-oxopyrrolidin-3-yl]methyl]carbamate